4-amino-N-((4R)-7-methoxy-3,4-dihydro-1H-2-benzopyran-4-yl)-N,1-dimethyl-1H-pyrazolo[4,3-c]-[1,7]naphthyridine-8-carboxamide NC1=NC=2C=NC(=CC2C2=C1C=NN2C)C(=O)N(C)[C@H]2COCC1=C2C=CC(=C1)OC